CN(C(C#CC(=O)N1CC(C1)OCCC(=O)O)(C)C)C 3-((1-(4-(dimethylamino)-4-methylpent-2-ynoyl)azetidin-3-yl)oxy)propionic acid